ClC=1C=C(C=C(C1OC=1C=CC2=C(N(C=N2)C2CC2)C1)Cl)N1N=C(C(NC1=O)=O)C#N 2-(3,5-dichloro-4-((1-cyclopropyl-1H-benzo[d]imidazol-6-yl)oxy)phenyl)-3,5-dioxo-2,3,4,5-tetrahydro-1,2,4-triazine-6-carbonitrile